COC1=NC=C(C(=N1)OC)C1=NC(=CC(=C1)N1C[C@@H](C(C1)(F)F)OC1=CC2=C(C=N1)C=NN2CC(F)(F)F)C (S)-6-((1-(2-(2,4-dimethoxypyrimidin-5-yl)-6-methylpyridin-4-yl)-4,4-difluoropyrrolidin-3-yl)oxy)-1-(2,2,2-trifluoroethyl)-1H-pyrazolo[4,3-c]pyridine